NC=1C=C2C=C(N(C2=CC1)CCC(=O)OC(C)(C)C)CN(N(C(=O)OCC1C2=CC=CC=C2C=2C=CC=CC12)C)C (9H-fluoren-9-yl)methyl 2-((5-amino-1-(3-(tert-butoxy)-3-oxopropyl)-1H-indol-2-yl)methyl)-1,2-dimethylhydrazine-1-carboxylate